{3-[(2S)-3-(tert-butoxy)-2-[(3R)-1-[(tert-butoxy)carbonyl]pyrrolidin-3-yl]-3-oxopropyl]phenyl}propionic acid C(C)(C)(C)OC([C@@H](CC=1C=C(C=CC1)C(C(=O)O)C)[C@@H]1CN(CC1)C(=O)OC(C)(C)C)=O